N-(3,3-difluorocyclobutyl)-5-(2-(((1-methylcyclopropyl)methyl)amino)-7H-pyrrolo[2,3-d]pyrimidin-5-yl)pyrazolo[1,5-a]pyridine-3-carboxamide FC1(CC(C1)NC(=O)C=1C=NN2C1C=C(C=C2)C2=CNC=1N=C(N=CC12)NCC1(CC1)C)F